ClC1=CC=C(C(=N1)C(=O)O)NC(C)C=1C=C(C=C2C(N(C(=NC12)N1CC=2N(N=CC2C1)C)C)=O)F 6-chloro-3-[1-[6-fluoro-3-methyl-2-(1-methyl-4,6-dihydropyrrolo[3,4-c]pyrazol-5-yl)-4-oxoquinazolin-8-yl]ethylamino]pyridine-2-carboxylic acid